(2S)-2-(tert-butoxycarbonylamino)-3-(4-phenoxyphenyl)propanoic acid C(C)(C)(C)OC(=O)N[C@H](C(=O)O)CC1=CC=C(C=C1)OC1=CC=CC=C1